BrC=1C=NC=2N(C1)N=C(C2C2=NC=1C(=NC=C(C1)C(F)(F)F)N2C)SCC 2-(6-bromo-2-(ethylthio)pyrazolo[1,5-a]pyrimidin-3-yl)-3-methyl-6-(trifluoromethyl)-3H-imidazo[4,5-b]pyridine